N1N=C(C(=C1)C(=O)C1=CC=C(C=C1)Cl)C(=O)C1=CC=C(C=C1)Cl pyrazole-3,4-diyl-bis((4-chlorophenyl)methanone)